(2S)-2-[(3,3-dimethylpyrrolidine-1-carbonyl)amino]-4-[2-phenoxyethyl-[4-(5,6,7,8-tetrahydro-1,8-naphthyridin-2-yl)butyl]amino]butanoic acid CC1(CN(CC1)C(=O)N[C@H](C(=O)O)CCN(CCCCC1=NC=2NCCCC2C=C1)CCOC1=CC=CC=C1)C